N=1N(N=C2C1C=CC=C2)CC21CC(C2)(C1)C(=O)N1N=CCC1C1=CC(=CC(=C1)F)F (3-((2H-benzo[d][1,2,3]-triazol-2-yl)methyl)bicyclo-[1.1.1]pentan-1-yl)(5-(3,5-difluorophenyl)-4,5-dihydro-1H-pyrazol-1-yl)methanone